N1C(=NC2=C1C=CC=C2)C(=CC2=C(N(C(=C2)C)C2=C(C#N)C=CC=C2)C)C#N 2-(3-(2-(1H-benzo[d]imidazol-2-yl)-2-cyanovinyl)-2,5-dimethyl-1H-pyrrol-1-yl)benzonitrile